ClC=1C=CC(=C2C=NN(C12)C)COC1=NN=C(S1)NC(=O)C1=C(C=NC=C1)C1=C(C=CC=C1)OC N-[5-[(7-chloro-1-methylindazol-4-yl)methoxy]-1,3,4-thiadiazol-2-yl]-3-(2-methoxyphenyl)pyridine-4-carboxamide